N-(4-(4-(3-cyclopropyl-2-fluorophenoxy)butyl)phenyl)piperazine-1-carboxamide hydrochloride Cl.C1(CC1)C=1C(=C(OCCCCC2=CC=C(C=C2)NC(=O)N2CCNCC2)C=CC1)F